FC(C1=C(C(=O)NC2=C(C=C(C(=C2)C2=NC(=NC=C2)N2CCOCC2)F)N2C[C@H](N(CC2)C)C)C=CC(=C1)F)F |r| 2-(difluoromethyl)-4-fluoro-N-[4-fluoro-5-(2-morpholin-4-ylpyrimidin-4-yl)-2-[rac-(3R)-3,4-dimethylpiperazin-1-yl]phenyl]benzamide